O[C@H]1CC[C@H](CC1)SCC1=NC2=CC(=CC=C2C(N1)=O)NC1=CC=CC=C1 2-(((cis-4-Hydroxycyclohexyl)thio)methyl)-7-(phenylamino)quinazolin-4(3H)-one